CC1=NC=CC=C1CC1=CC=C(N1)C(=O)N1C[C@H](CC1)C(=O)NC1=CC(=C(C(=C1)F)F)F (S)-1-(5-((2-methylpyridin-3-yl)methyl)-1H-pyrrole-2-carbonyl)-N-(3,4,5-trifluorophenyl)pyrrolidine-3-carboxamide